FC(N1N=CC=C1C1=C(C2=C(S1)C=CC=C2)C#N)(F)F 2-(1-(trifluoromethyl)-1H-pyrazol-5-yl)benzo[b]thiophene-3-carbonitrile